C(C)[SiH2]CC di(ethyl)silane